1-isopropyl-2,4-dioxo-1,2,3,4-tetrahydropyrimidine C(C)(C)N1C(NC(C=C1)=O)=O